NCCN1N=C(C(=CC1=O)NC(C1=C(C=CC(=C1)Cl)OC)=O)C1=C(C=CC=C1)C(C)C N-[1-(2-aminoethyl)-3-(2-isopropylphenyl)-6-oxo-1,6-dihydro-4-pyridazinyl]-5-chloro-2-methoxybenzamide